(9S,13S)-9,13-dimethyl-19-(oxan-2-yl)-7,10,14-trioxa-4,19,20,23-tetraazatetracyclo[13.5.2.12,6.018,21]tricosa-1(20),2(23),3,5,15(22),16,18(21)-heptaene C[C@H]1COC2=CN=CC(C3=NN(C=4C=CC(O[C@H](CCO1)C)=CC34)C3OCCCC3)=N2